N-((2-(2-(dimethylamino)ethoxy)thiazol-5-yl)methyl)-11-oxo-10,11-dihydrodibenzo[b,f][1,4]thiazepine-8-carboxamide 5,5-dioxide CN(CCOC=1SC(=CN1)CNC(=O)C1=CC2=C(S(C3=C(C(N2)=O)C=CC=C3)(=O)=O)C=C1)C